C(#N)C1=CC(=C(C=C1)NS(=O)(=O)C1=CNC=C1CC1=CC=C(C=C1)OC(F)(F)F)F N-(4-cyano-2-fluorophenyl)-4-[[4-(trifluoromethoxy)phenyl]methyl]-1H-pyrrole-3-sulfonamide